7-ethoxy-4-(trifluoromethyl)coumarin methyl-(3S)-3-[[2-[(3,5-dichlorophenyl)carbamoyl]oxetane-2-carbonyl]amino]butanoate COC(C[C@H](C)NC(=O)C1(OCC1)C(NC1=CC(=CC(=C1)Cl)Cl)=O)=O.C(C)OC1=CC=C2C(=CC(OC2=C1)=O)C(F)(F)F